tert-butyl N-{3-[(1r,3r)-3-(cyanomethyl)-1-[(4-methyl-1,2,4-triazol-3-yl)methyl]cyclobutyl]phenyl}carbamate C(#N)CC1CC(C1)(CC1=NN=CN1C)C=1C=C(C=CC1)NC(OC(C)(C)C)=O